5-(1-(3-bromophenyl)-3,3-difluorocyclobutyl)-4-methyl-2,4-dihydro-3H-1,2,4-triazole-3-thione BrC=1C=C(C=CC1)C1(CC(C1)(F)F)C=1N(C(NN1)=S)C